(2S,4R)-1-((R)-2-amino-5-hydroxy-3,3-dimethylpentanoyl)-N-(2-chloro-4-ethynylbenzyl)-4-hydroxypyrrolidine-2-carboxamide N[C@@H](C(=O)N1[C@@H](C[C@H](C1)O)C(=O)NCC1=C(C=C(C=C1)C#C)Cl)C(CCO)(C)C